ClC1=NC=C(C=C1C(=O)NC1CC1)C=1C=NN(C1)C1=C(C=C(C=C1OC(F)(F)F)C(C(F)(F)F)(C(F)(F)F)F)Cl 2-chloro-N-cyclopropyl-5-[1-[2-chloro-4-[1,2,2,2-tetrafluoro-1-(trifluoromethyl)ethyl]-6-(trifluoromethoxy)phenyl]-1H-pyrazol-4-yl]-3-pyridinecarboxamide